C1(CC1)C(=O)C1=CNC2=CC(=CC=C12)S(=O)(=O)NC1(CC1)C 3-(cyclopropanecarbonyl)-N-(1-methylcyclopropyl)-1H-indole-6-sulfonamide